OB1OCC2=C1C(=C(C=C2)C(=O)N[C@@H]([C@@H](O)C)C(=O)OCC2=CC=C(C=C2)F)C 4-Fluorobenzyl (1-hydroxy-7-methyl-1,3-dihydrobenzo[c][1,2]oxaborole-6-carbonyl)-L-allothreoninate